Benzyl 4-(6-(4-bromophenyl)-4-chloro-5-cyanopyridin-2-yl)piperidine-1-carboxylate BrC1=CC=C(C=C1)C1=C(C(=CC(=N1)C1CCN(CC1)C(=O)OCC1=CC=CC=C1)Cl)C#N